C(CCCCCCCCCCCCCCCCCCCCCCC)S tetracosanyl mercaptan